tert-Butyl 4-[(4,7-dioxo-3,8-diazaspiro[5.6]dodecan-3-yl)methyl]benzoate O=C1N(CCC2(C1)C(NCCCC2)=O)CC2=CC=C(C(=O)OC(C)(C)C)C=C2